5-amino-4-bromo-6-methylpicolinonitrile NC=1C(=CC(=NC1C)C#N)Br